C(C=C)C1(C(CCC1)=O)C(=O)[O-] 1-allyl-2-oxocyclopentane-1-carboxylate